OC1=C(C(N(C=C1)C)=O)NC(N[C@@H](CC(=O)OCC)C=1C=C(C=C(C1)C(F)(F)F)C1=CC=CC=C1)=O ethyl (S)-3-(3-(4-hydroxy-1-methyl-2-oxo-1,2-dihydropyridin-3-yl)ureido)-3-(5-(trifluoro methyl) biphenyl-3-yl)propanoate